(R)-3,6-dichloro-1-(2-fluoro-3-((1-(4-methoxy-2-methylpyrimidin-5-yl)-5-methyl-4-nitro-1H-pyrazol-3-yl)oxy)propyl)-1H-pyrazolo[3,4-d]pyrimidine ClC1=NN(C2=NC(=NC=C21)Cl)C[C@H](COC2=NN(C(=C2[N+](=O)[O-])C)C=2C(=NC(=NC2)C)OC)F